tert-butyl (1R,3s,5S)-3-((6-(2-hydroxy-4-(1H-pyrazol-4-yl)phenyl)pyridazin-3-yl) (methyl)amino)-8-azabicyclo[3.2.1]octane-8-carboxylate OC1=C(C=CC(=C1)C=1C=NNC1)C1=CC=C(N=N1)N(C1C[C@H]2CC[C@@H](C1)N2C(=O)OC(C)(C)C)C